C([2H])([2H])([2H])N(CC(=O)N1C[C@H](N(CC1)C1=CC=C2C(=N1)C(=C(N2)C=2C(=C(C=1N(C2)N=CN1)C)C)C(C)C)C)C([2H])([2H])[2H] 2-[di(2H3)methylamino]-1-[(3R)-4-(2-{7,8-dimethyl-[1,2,4]triazolo[1,5-a]pyridin-6-yl}-3-(propan-2-yl)-1H-pyrrolo[3,2-b]pyridin-5-yl)-3-methylpiperazin-1-yl]ethan-1-one